(1-(1H-indol-3-yl)hexane-2-yl)-3-methyl-7-(oxetan-3-yl)-5,6,7,8-tetrahydroimidazo[1,2-a]pyrazine-2-carboxamide N1C=C(C2=CC=CC=C12)CC(CCCC)C1CN(CC=2N1C(=C(N2)C(=O)N)C)C2COC2